(2S,4R)-allyl 4-(2-((1R,3R)-3-((2S,3S)-2-amino-N,3-dimethylpentanamido)-4-methyl-1-(propionyloxy)pentyl)thiazole-4-carboxamido)-2-methyl-5-phenylpentanoate N[C@H](C(=O)N(C)[C@H](C[C@@H](OC(CC)=O)C=1SC=C(N1)C(=O)N[C@H](C[C@@H](C(=O)OCC=C)C)CC1=CC=CC=C1)C(C)C)[C@H](CC)C